C(C)(C)(C)[S@@](=O)N[C@H](C)C(=O)O ((R)-tert-butylsulfinyl)-D-alanine